C(CC)OC([C@@H](C)OC1=CC=C(C=C1)OC1=NC=C(C=C1F)Cl)=O (R)-2-[4-(5-chloro-3-fluoro-2-pyridyloxy)phenoxy]propionic acid propyl ester